OC(C)(C)C1C(CN(C1)CC=1C=C2C=CC(=NC2=CC1)C1CCOCC1)OC=1C=C2CN(C(C2=CC1)=O)[C@@H]1C(NC(CC1)=O)=O |o1:37| rel-(3S)-3-(5-((4-(2-hydroxypropan-2-yl)-1-((2-(tetrahydro-2H-pyran-4-yl)quinolin-6-yl)methyl)pyrrolidin-3-yl)oxy)-1-oxoisoindolin-2-yl)piperidine-2,6-dione